4-(3-(benzyloxy)-2,6-dimethylphenyl)-1-ethyl-3-(1H-imidazol-1-yl)-1H-pyrrolo[2,3-b]pyridine-6-carboxamide C(C1=CC=CC=C1)OC=1C(=C(C(=CC1)C)C1=C2C(=NC(=C1)C(=O)N)N(C=C2N2C=NC=C2)CC)C